FC1(CC(CCC1)NC(=O)C=1C=CC2=C(C=3N(CCO2)C=NC3)C1)F N-(3,3-difluorocyclohexyl)-5,6-dihydrobenzo[f]imidazo[1,5-d][1,4]oxazepine-10-carboxamide